2-Propylhexanoic acid C(CC)C(C(=O)O)CCCC